trans-N-Cyclopropyl-3-((4-methoxy-5-(1-methyl-1H-benzo[d][1,2,3]triazol-6-yl)pyrrolo[2,1-f][1,2,4]triazin-2-yl)amino)-1-methylcyclobutane-1-carboxamide C1(CC1)NC(=O)C1(CC(C1)NC1=NN2C(C(=N1)OC)=C(C=C2)C=2C=CC1=C(N(N=N1)C)C2)C